C(C)(C)(C)OC(=O)N1CCC(CC1)(C(=O)O)NC(=O)[C@H]1N(CC2=CC=CC=C2C1)C(CCC(C1=CC=CC=C1)=O)=O (S)-1-(tert-butoxycarbonyl)-4-(2-(4-oxo-4-phenylbutanoyl)-1,2,3,4-tetrahydroisoquinoline-3-carboxamido)piperidine-4-carboxylic acid